Methyl 3-amino-4,5,6,7-tetrahydrobenzothiophene-2-carboxylate NC1=C(SC2=C1CCCC2)C(=O)OC